[N].NC(=O)N trans-urea nitrogen